C(C1=CC=CC=C1)OC(C(CCCC(=O)O)=O)=O 6-(Benzyloxy)-5,6-dioxohexanoic acid